1,3-dipiperidinylpropane N1(CCCCC1)CCCN1CCCCC1